4-(4-chlorobenzyl)-7-(3-chlorobenzyl)-6,7,8,9-tetrahydropyrido[3,4-e][1,2,4]triazolo[1,5-a]pyrimidin-5(4H)-one ClC1=CC=C(CN2C=3N(C4=C(C2=O)CN(CC4)CC4=CC(=CC=C4)Cl)N=CN3)C=C1